COC=1C=2C=C3N(C2C=CC1)CCN(C3)CC3(CCCCC3)O ((9-methoxy-3,4-dihydropyrazino[1,2-a]indol-2(1H)-yl)methyl)cyclohexan-1-ol